(triethylsilyl)(2-dimethylamino-1,1-dimethylethyl)amine C(C)[Si](CC)(CC)NC(CN(C)C)(C)C